Ethylamid C(C)[NH-]